Tert-butyl 2-[[3-(4-cyano-3-fluoro-phenyl)-4-(2-methylindazol-5-yl)phenyl]methyl]morpholine-4-carboxylate C(#N)C1=C(C=C(C=C1)C=1C=C(C=CC1C1=CC2=CN(N=C2C=C1)C)CC1CN(CCO1)C(=O)OC(C)(C)C)F